CC1=CC=2C(=NN(N2)C2=C(C=CC=C2)OCC(=C)C)C=C1 5-methyl-2-((2-methylallyloxy)phenyl)-2H-benzo[d][1,2,3]triazole